1-hexyl-1-propanesulfonic acid C(CCCCC)C(CC)S(=O)(=O)O